4-(5-(cyclopropylmethoxy)-2-((5,7-dimethyl-1H-indol-4-yl)methyl)cyclohexyl)benzoic acid C1(CC1)COC1CCC(C(C1)C1=CC=C(C(=O)O)C=C1)CC1=C2C=CNC2=C(C=C1C)C